3-(4-cyclopropylthiazol-2-yl)bicyclo[1.1.1]pentan-1-amine C1(CC1)C=1N=C(SC1)C12CC(C1)(C2)N